N(=[N+]=[N-])C1=CC=C(CNC(=O)N[C@H](COC(N(CC=2SC=CC2)CC=2SC=CC2)=O)CCCC)C=C1 (2S)-2-{[(4-azidobenzyl) carbamoyl]amino}hexylbis(2-thienylmethyl)carbamate